5-((dimethylamino)methyl)-4-methyl-4H-1,2,4-triazole-3-thiol CN(C)CC=1N(C(=NN1)S)C